ClC=1C=NC=C(C1[C@@H](C)OC=1C=C2C(=NNC2=CC1)C(=O)NC1=CC=C(C=C1)N1C[C@@H](N[C@@H](C1)C)C)Cl 5-((R)-1-(3,5-dichloropyridin-4-yl)ethoxy)-N-(4-((3S,5R)-3,5-dimethylpiperazin-1-yl)phenyl)-1H-indazole-3-carboxamide